4-(3-hydroxyazetidin-1-yl)-7-methyl-1-phenylpyrido[2,3-d]pyrimidin-2(1H)-one OC1CN(C1)C=1C2=C(N(C(N1)=O)C1=CC=CC=C1)N=C(C=C2)C